CC1=CNC2=NC=C(C=C21)C2=CC(=C1CCN(CC1=C2)C(=O)C2CCOCC2)[C@H]2NCCC2 (S)-1-[7-(3-Methyl-1H-pyrrolo[2,3-b]pyridin-5-yl)-5-[pyrrolidin-2-yl]-3,4-dihydroisoquinolin-2(1H)-yl](Tetrahydro-2H-pyran-4-yl)methanone